7-cyclopentyl-2-{5-[4-(2-hydroxyethyl)-piperazin-1-yl]-pyridin-2-ylamino}-7H-pyrrolo[2,3-d]pyrimidine-6-carboxylic acid C1(CCCC1)N1C(=CC2=C1N=C(N=C2)NC2=NC=C(C=C2)N2CCN(CC2)CCO)C(=O)O